2-[3-(cyclopropylmethylamino)azetidin-3-yl]acetonitrile hydrochloride Cl.C1(CC1)CNC1(CNC1)CC#N